4-(2-fluoro-3-(trifluoromethyl)benzyl)-1-(2-(pyrimidin-4-yl)nicotinoyl)piperidine-4-carbonitrile FC1=C(CC2(CCN(CC2)C(C2=C(N=CC=C2)C2=NC=NC=C2)=O)C#N)C=CC=C1C(F)(F)F